CN1CCC(CC1)NCCCC#C 1-methyl-N-(pent-4-yn-1-yl)piperidin-4-amine